ClC=1C=CC(=C(C1)C=1C(=C(N=NC1)OCCCN(C)C)N)F (5-chloro-2-fluorophenyl)-3-[3-(dimethylamino)propoxy]pyridazin-4-amine